1-(3-methoxy-propyl)-1H-pyrazol COCCCN1N=CC=C1